4-(4-((2,4-difluorophenyl)fluoromethyl)piperidin-1-yl)-3-nitrobenzonitrile FC1=C(C=CC(=C1)F)C(C1CCN(CC1)C1=C(C=C(C#N)C=C1)[N+](=O)[O-])F